[OH-].[OH-].C(CCCCCCC)O.C(CCCCCCC)O.C(CCCCCCC)O tri-n-octanol dihydroxide